3-(1-ethyl-4-methyl-6-oxopyridazin-3-yl)-1H-indole-7-carbonitrile C(C)N1N=C(C(=CC1=O)C)C1=CNC2=C(C=CC=C12)C#N